(6-aminopyridin-2-yl) (1-methylpiperidin-4-yl) ketone dihydrochloride Cl.Cl.CN1CCC(CC1)C(=O)C1=NC(=CC=C1)N